NC=1C(=NC(=CC1C1=C2C=NNC2=CC=C1C)C1=CN=NC=C1)C(=O)N 3-amino-4-(5-methyl-1H-indazol-4-yl)-6-(pyridazin-4-yl)pyridinecarboxamide